(1R,4S,6'S)-4-(3-chloro-4-fluoroanilino)-6'-[(2R)-3-hydroxy-2-methylpropyl]-6',7'-dihydro-2'H-spiro[cyclohexane-1,5'-indeno[5,6-d][1,3]dioxole]-4-carboxylic acid methyl ester COC(=O)C1(CCC2([C@H](CC3=CC=4OCOC4C=C23)C[C@H](CO)C)CC1)NC1=CC(=C(C=C1)F)Cl